ClC1=C(C=C(C=C1)F)[C@@H](CC)C=1C(=NN(C1)C)C (1S,2S)-1-(2-chloro-5-fluorophenyl)-1-(1,3-dimethyl-1H-pyrazol-4-yl)propan